C1(=CC=CC=C1)P(OCCC)(=O)OCCC dipropyl benzenephosphonate